C(CC)C1=CC=C(C=C1)C(CO)=O p-propyl-hydroxy-acetophenone